tert-Butyl 3-(4-methoxy-7-(thiazol-2-yl)benzo[d]oxazol-2-yl)-3,6-diazabicyclo[3.1.1]heptane-6-carboxylate COC1=CC=C(C2=C1N=C(O2)N2CC1N(C(C2)C1)C(=O)OC(C)(C)C)C=1SC=CN1